COC1=CC2=C(NC(=N2)C2=C(C=3C(NC2=O)=CN(N3)C)N[C@@H](C(C)C)C3=NC=CC=N3)C=C1OCCOC |o1:21| (S*)-6-(5-methoxy-6-(2-methoxyethoxy)-1H-benzo[d]imidazol-2-yl)-2-methyl-7-((2-methyl-1-(pyrimidin-2-yl)propyl)amino)-2H-pyrazolo[4,3-b]pyridin-5(4H)-one